5-amino-N-isopropyl-N-((5-(trifluoromethyl)pyridin-2-yl)methyl)-[1,2,4]triazolo[4,3-c]quinazolin-9-carboxamide NC1=NC=2C=CC(=CC2C=2N1C=NN2)C(=O)N(CC2=NC=C(C=C2)C(F)(F)F)C(C)C